1-isopropyl-2-(((tetrahydro-2H-pyran-2-yl)oxy)methyl)indoline-5-carbonitrile C(C)(C)N1C(CC2=CC(=CC=C12)C#N)COC1OCCCC1